3-(cycloheptylsulfonyl)-4-methylaniline C1(CCCCCC1)S(=O)(=O)C=1C=C(N)C=CC1C